C(#N)C=1C=NN2C1C(=CC(=C2)C=2C=NN(C2)C2CCN(CC2)C(=O)C2CN(C2)C(=O)OC(C)(C)C)OC(C)C tert-butyl 3-(4-(4-(3-cyano-4-isopropoxypyrazolo[1,5-a]pyridin-6-yl)-1H-pyrazol-1-yl)piperidine-1-carbonyl)azetidine-1-carboxylate